C(=O)(C=C)N1C[C@@H](C[C@@H]1C)N1C(=C(C2=C1N=CN=C2N)C(=O)N[C@H](C)C2=CC=CC=C2)C#CC2CC2 7-((3R,5S)-1-acryl-5-methylpyrrolidin-3-yl)-4-amino-6-(cyclopropylethynyl)-N-((R)-1-phenylethyl)-7H-pyrrolo[2,3-d]pyrimidine-5-carboxamide